BrC1=C(CP(OCC)(OCC)=O)C(=C(C(=C1Br)Br)Br)Br diethyl 2,3,4,5,6-pentabromobenzylphosphonate